ClC=1C=CC=C2C=CC=C(C12)N1CC=2N=C(N=C(C2C1)N1C[C@@H](NCC1)CC#N)OC[C@H]1N(CCC1)C 2-((S)-4-(6-(8-chloronaphthalen-1-yl)-2-(((S)-1-methylpyrrolidin-2-yl)methoxy)-6,7-dihydro-5H-pyrrolo[3,4-d]pyrimidin-4-yl)piperazin-2-yl)acetonitrile